ethane-1,1,2-triphosphonic acid C(CP(O)(=O)O)(P(O)(=O)O)P(O)(=O)O